N-(5-(4-(3,3-difluoro-1'-oxo-2',3'-dihydro-1'H-spiro[cyclobutane-1,4'-isoquinolin]-6'-yl)-3-nitro-1H-pyrazol-1-yl)-2-methylphenyl)but-2-ynamide FC1(CC2(CNC(C3=CC=C(C=C23)C=2C(=NN(C2)C=2C=CC(=C(C2)NC(C#CC)=O)C)[N+](=O)[O-])=O)C1)F